C[C@@]1(C[C@H](CCC1)NC1=NC=C(C(=N1)C1=CC(=CC=C1)N1C(OCCC1)=O)F)C(=O)OC methyl cis-methyl-3-((5-fluoro-4-(3-(2-oxo-1,3-oxazinan-3-yl)phenyl)pyrimidin-2-yl)amino)cyclohexane-1-carboxylate